O[C@](C)(CC)C=1NC(C=2SC(=C3OCCCC1C23)C2=CC=NC=C2)=O (R)-5-(2-hydroxybutan-2-yl)-1-(pyridin-4-yl)-4,6,7,8-tetrahydro-3H-9-oxa-2-thia-4-azabenzo[cd]azulen-3-one